N-[(dimethylamino)-1H-1,2,3-triazolo[4,5-B]pyridin-1-ylmethylene]-N-methyl-methylammonium hexafluorophosphate F[P-](F)(F)(F)(F)F.CN(C)C(=[N+](C)C)N1N=NC2=NC=CC=C21